C(C=C)(=O)OCC[NH+](CC)CC N-acryloyloxyethyl-N,N-diethylammonium